C(CCCCC)NSC=1SC2=C(N1)C=CC=C2 N-hexyl-2-benzothiazolylsulfenamide